COC(=O)C=1NC(=C(C1C)C)C(=O)OC 2,5-bis(methoxycarbonyl)-3,4-dimethylpyrrole